(3R,4R)-1-benzyl-4-methyl-3-methylamino-piperidine dihydrochloride Cl.Cl.C(C1=CC=CC=C1)N1C[C@@H]([C@@H](CC1)C)NC